(4-bromobutyl) hydrosulfide BrCCCCS